C(C)(C)C1=C(NC2=CC=C(C=C12)C1CCNCC1)C=1C(=CC=2N(C1)C=CN2)C(F)(F)F 6-(3-isopropyl-5-(piperidin-4-yl)-1H-indol-2-yl)-7-(trifluoromethyl)imidazo[1,2-a]pyridine